3-(N-(5-cyano-3-methyl-2-(piperidin-1-yl)phenyl)sulfamoyl)-4-cyclopropylbenzoic acid C(#N)C=1C=C(C(=C(C1)NS(=O)(=O)C=1C=C(C(=O)O)C=CC1C1CC1)N1CCCCC1)C